N[C@H](CS(=O)(=O)C1=CC=C(C(=C1S(=O)(=O)N)C=1N=NNN1)C1=CC=CC=2NC=NC21)CO (S)-6-((2-amino-3-hydroxypropyl)sulfonyl)-3-(1H-benzo[d]imidazol-4-yl)-2-(2H-tetrazol-5-yl)benzenesulfonamide